C(C(C)C)C(CO)(CO)CC(C)C 2,2-diisobutylpropane-1,3-diol